O=C1N(C(CC1)=O)OC(=O)O[C@H]1/C=C/CC[C@](CC1)(C(=O)OC)O Methyl (1S,4E,6R)-6-({[(2,5-dioxopyrrolidin-1-yl)oxy]carbonyl}oxy)-1-hydroxycyclooct-4-ene-1-carboxylate